(7R,8aS)-7-(2,3-dichloro-6-hydroxyphenyl)-N,N-dimethyl-4-oxo-hexahydropyrrolo[1,2-a]pyrazine-2-carboxamide ClC1=C(C(=CC=C1Cl)O)[C@H]1C[C@@H]2N(C(CN(C2)C(=O)N(C)C)=O)C1